C(CCCCCCC\C=C/C\C=C/CCCCC)(=O)OCCCCCC(CCCCCO[Si](C1=CC=CC=C1)(C1=CC=CC=C1)C(C)(C)C)N(C)CCCCOC(CN(C)C(C(CCCCCCCC)CCCCCC)=O)=O 11-((tert-Butyldiphenylsilyl)oxy)-6-((4-((N-(2-hexyldecanoyl)-N-methylglycyl)oxy)-butyl)(methyl)amino)undecyl (9Z,12Z)-octadeca-9,12-dienoate